COC(CCN(C)C1=NC(=C(C(=C1C#N)CC)C#N)SC(C(=O)N)C1=CC=CC=C1)=O 3-((6-((2-amino-2-oxo-1-phenylethyl)thio)-3,5-dicyano-4-ethylpyridin-2-yl)(methyl)amino)propionic acid methyl ester